ClC1=C(C=C(C=C1)C=1N(C(=CN1)C)CC1=C(OCCC[C@H](CC(=O)OCC)C)C=CC=C1)F ethyl (R)-6-(2-((2-(4-chloro-3-fluorophenyl)-5-methyl-1H-imidazol-1-yl)methyl)phenoxy)-3-methylhexanoate